((1s,3s)-3-Hydroxy-3-methylcyclobutyl)(6-(3-(pyrrolidin-1-yl)phenyl)-2-azaspiro[3.3]heptan-2-yl)methanon OC1(CC(C1)C(=O)N1CC2(C1)CC(C2)C2=CC(=CC=C2)N2CCCC2)C